2-(2-(4-((6-(2,6-Dichlorophenyl)-8-methyl-7-oxo-7,8-dihydropyrido[2,3-d]pyrimidin-2-yl)amino)phenoxy)ethyl)isoindoline-1,3-dione ClC1=C(C(=CC=C1)Cl)C1=CC2=C(N=C(N=C2)NC2=CC=C(OCCN3C(C4=CC=CC=C4C3=O)=O)C=C2)N(C1=O)C